2,3-indole C1C=CC=[In]1